5-methyl-N-(3-methyl-4-nitrophenyl)pyrazine-2-carboxamide CC=1N=CC(=NC1)C(=O)NC1=CC(=C(C=C1)[N+](=O)[O-])C